BrC1=C(C2=C(N=C(N=C2N[C@@H]2C[C@@H](CC2)OC)C=2N(C=CN2)C)S1)C1=CC=CC=C1 6-bromo-N-((1S,3R)-3-methoxycyclopentyl)-2-(1-methyl-1H-imidazol-2-yl)-5-phenylthieno[2,3-d]pyrimidin-4-amine